COC(=O)CCCCCO[C@H]1[C@@H]([C@H]([C@@H]([C@H](O1)CO)O)O[C@H]2[C@@H]([C@H]([C@@H]([C@H](O2)CO)O)O[C@H]3[C@@H]([C@H]([C@@H]([C@H](O3)CO)O)O[C@H]4[C@@H]([C@H]([C@@H]([C@H](O4)CO)O)O[C@H]5[C@@H]([C@H]([C@@H]([C@H](O5)CO)O)O[C@H]6[C@@H]([C@H]([C@@H]([C@H](O6)CO)O)O)O)O)O)O)O)O The molecule is a glycoside that consists of six beta-D-glucose residues all linked sequentially (1->3) and linked at the reducing end glycosidically to a 5-(methoxycarbonyl)pentyl group. It has a role as an epitope. It is a glycoside, a hexasaccharide derivative and a methyl ester.